(R)-3-(2-(4-(3-chlorophenyl)piperazin-1-yl)ethyl)-8-glycyl-2,8-diazaspiro[4.5]decan-1-one dihydrochloride Cl.Cl.ClC=1C=C(C=CC1)N1CCN(CC1)CC[C@@H]1NC(C2(C1)CCN(CC2)C(CN)=O)=O